2-((2-(2-bromoacetyl)-6-methoxypyrazolo[1,5-a]pyridin-4-yl)oxy)-N-(cyclopropylmethyl)acetamide ethyl-2-(benzhydrylideneamino)-5-oxo-4-(2,3,5-trifluorophenyl)hexanoate C(C)OC(C(CC(C(C)=O)C1=C(C(=CC(=C1)F)F)F)N=C(C1=CC=CC=C1)C1=CC=CC=C1)=O.BrCC(=O)C1=NN2C(C(=CC(=C2)OC)OCC(=O)NCC2CC2)=C1